FC=1C=CC2=C(NC(=NS2(=O)=O)NCC2=CC(=CC=C2)F)C1C(C)C=1SC=CN1 6-fluoro-3-((3-fluorobenzyl)amino)-5-(1-(thiazol-2-yl)ethyl)-4H-benzo[e][1,2,4]thiadiazine 1,1-dioxide